COC=1C(=C2C(=C(CO2)C2=CC=C(C=C2)O)C(C1O)=O)O 6-methoxy-5,7-dihydroxy-3-(4-hydroxyphenyl)-4H-1-benzofuran-4-one